tetrahydrothiophene-2,5-dicarboxylic acid ethyl ester C(C)OC(=O)C1SC(CC1)C(=O)O